3-Chlorobenzyl ((2S)-3-cyclohexyl-1-(((2S)-1-(diethoxyphosphoryl)-5-(2,3-dihydrobenzo[e][1,4]oxazepin-1(5H)-yl)-1-hydroxy-5-oxopentan-2-yl)amino)-1-oxopropan-2-yl)carbamate C1(CCCCC1)C[C@@H](C(=O)N[C@H](C(O)P(=O)(OCC)OCC)CCC(=O)N1CCOCC2=C1C=CC=C2)NC(OCC2=CC(=CC=C2)Cl)=O